2-(((1-(azetidin-3-yl)piperidin-4-yl)thio)methyl)-5-fluoro-7-((tetrahydro-2H-pyran-4-yl)methoxy)quinazolin-4(3H)-one hydrochloride Cl.N1CC(C1)N1CCC(CC1)SCC1=NC2=CC(=CC(=C2C(N1)=O)F)OCC1CCOCC1